C1(CC1)C(C(C=1OC2=C(N1)C=C(C=C2)CN2C(NC(C2)C(F)(F)F)=O)NC(=O)C2=CC=NN2C)C2CC2 N-(2,2-dicyclopropyl-1-(5-((2-oxo-4-(trifluoromethyl)imidazolidin-1-yl)methyl)benzo[d]oxazol-2-yl)ethyl)-1-methyl-1H-pyrazole-5-carboxamide